COC=1C(=C2C=CNC2=C(C1)C)CN1C(CN(CC1)C)C1=CC=C2C(NN(C2=C1)C)=O 6-(1-((5-methoxy-7-methyl-1H-indol-4-yl)methyl)-4-methylpiperazin-2-yl)-1-methyl-1,2-dihydro-3H-indazol-3-one